NC1=NC(=C2N=CN(C2=N1)[C@H]1C=C[C@H](C1)COP(=O)(O)N[C@@H](C)C(=O)OC(C)C)OC isopropyl ((((1S,4R)-4-(2-amino-6-methoxy-9H-purin-9-yl)cyclopent-2-en-1-yl)methoxy)(hydroxy)phosphoryl)-L-alaninate